tert-butyl (S)-(1-((4-(3,5-dimethylpyridin-4-yl)phenyl)amino)-1-oxo-3,3-diphenylpropan-2-yl)carbamate CC=1C=NC=C(C1C1=CC=C(C=C1)NC([C@H](C(C1=CC=CC=C1)C1=CC=CC=C1)NC(OC(C)(C)C)=O)=O)C